2-(1-Isopropyl-4-methyl-1H-imidazol-5-yl)-N-(4-(1-methyl-4-(trifluoromethyl)-1H-imidazol-2-yl)benzyl)furo[3,2-d]pyrimidin-4-amine C(C)(C)N1C=NC(=C1C=1N=C(C2=C(N1)C=CO2)NCC2=CC=C(C=C2)C=2N(C=C(N2)C(F)(F)F)C)C